NC1=C(C=C(N=N1)C1=C(C=CC=C1)O)N1CC2CCC(C1)N2C2=CC(=NC=C2)C#CCN2CC(CCCC2)C 2-[6-amino-5-[8-[2-[3-(3-methylazepan-1-yl)prop-1-ynyl]-4-pyridyl]-3,8-diazabicyclo[3.2.1]octan-3-yl]pyridazin-3-yl]phenol